1-ethyl-3,3-dimethyl-5-sulfo-3H-indol C(C)N1CC(C2=CC(=CC=C12)S(=O)(=O)O)(C)C